rel-1-((3aR,5S,6aR)-5-(4-((4-([1,2,4]triazolo[1,5-a]pyridin-7-yloxy)-2-fluoro-5-methylphenyl)amino)pyrido[3,2-d]pyrimidin-6-yl)hexahydrocyclopenta[b]pyrrol-1(2H)-yl)prop-2-en-1-one N=1C=NN2C1C=C(C=C2)OC2=CC(=C(C=C2C)NC=2C1=C(N=CN2)C=CC(=N1)[C@H]1C[C@H]2[C@H](N(CC2)C(C=C)=O)C1)F |o1:28,30,31|